CC1=NOC(=C1C1=CC2=C(N(C=N2)CCO)C=C1)C 2-[5-(3,5-dimethyl-1,2-oxazol-4-yl)-1H-benzimidazol-1-yl]ethanol